(4-bromo-2,6-dichlorophenyl)methanamine BrC1=CC(=C(C(=C1)Cl)CN)Cl